(7-bromo-2-iodobenzofuran-3-yl)methanol BrC1=CC=CC=2C(=C(OC21)I)CO